ClC=1C=C(C=CC1C=1N(C2=NC=NC(=C2N1)OC1(CC1)C)CC=1N=NC=C(C1)OC)CC(=O)N 2-(3-chloro-4-(9-((5-methoxypyridazin-3-yl)methyl)-6-(1-methylcyclopropoxy)-9H-purin-8-yl)phenyl)acetamide